NC1=C(C=C(C=N1)C1=CC=C(C(=O)NCCN2CCOCC2)C=C1)OC(C)C1=C(C(=CC=C1Cl)F)Cl 4-{6-amino-5-[1-(2,6-dichloro-3-fluoro-phenyl)-ethoxy]-pyridin-3-yl}-N-(2-morpholin-4-yl-ethyl)-benzamide